CC1=C(SC(=C1)C)N(C(=O)N)S(N(C1CN(CCC1)C)C=1C=NN(C1)C)(=O)=O (3,5-Dimethylthiophen-2-yl)-1-[(1-methyl-1H-pyrazol-4-yl)(1-methyl-piperidin-3-yl)sulfamoyl]urea